BrC=1C=C2C(=NC=NC2=C(C1)C(F)(F)F)NC(C)C=1N(N=CN1)C1=NC=C(C=C1)Br 6-bromo-N-[1-[2-(5-bromo-2-pyridyl)-1,2,4-triazol-3-yl]ethyl]-8-(trifluoromethyl)quinazolin-4-amine